(S)-(4-cyclopropyloxazol-5-yl)(4-(4-(difluoromethyl)pyrazolo[1,5-a]pyridin-2-yl)-1,4,6,7-tetrahydro-5H-imidazo[4,5-c]pyridin-5-yl)methanone C1(CC1)C=1N=COC1C(=O)N1[C@@H](C2=C(CC1)NC=N2)C2=NN1C(C(=CC=C1)C(F)F)=C2